7,15-dioxo-6,8,14,16-tetraoxa-11-azahenicosandioate O=C(OCCCCC(=O)[O-])OCCNCCOC(OCCCCC(=O)[O-])=O